FC=1C=C(C=NC1)C1=CNC2=NC=CC(=C21)N2CC1(CCCCN1)CCC2 8-[3-(5-fluoro-3-pyridyl)-1H-pyrrolo[2,3-b]pyridin-4-yl]-1,8-diazaspiro[5.5]undecane